C1(CC1)CC(N1N=C(C(=C1)[N+](=O)[O-])F)C1=NN=NN1CC(F)(F)F 5-[2-cyclopropyl-1-(3-fluoro-4-nitro-pyrazol-1-yl)ethyl]-1-(2,2,2-trifluoroethyl)tetrazole